C(C)(=O)NS(=O)(=O)N1C[C@@](CC1)(C1=CC=CC=C1)NC(=O)C=1N(C2=CC=C(C(=C2C1)Cl)Cl)C |r| (±)-N-[1-(acetylsulfamoyl)-3-phenyl-pyrrolidin-3-yl]-4,5-dichloro-1-methyl-indole-2-carboxamide